4-Fluoro-N-prop-2-ynyl-benzenesulfonamide FC1=CC=C(C=C1)S(=O)(=O)NCC#C